5-isopropyl-8-((2S,3R)-2-methyl-3-((methylsulfonyl)methyl)azetidin-1-yl)-N-(2-(pyridin-3-yl)pyridin-4-yl)isoquinolin-3-amine C(C)(C)C1=C2C=C(N=CC2=C(C=C1)N1[C@H]([C@@H](C1)CS(=O)(=O)C)C)NC1=CC(=NC=C1)C=1C=NC=CC1